tert-butyl N-[3-[N-tert-butoxycarbonyl-2-(6-chloro-2-pyridyl)anilino]propyl]-N-methyl-carbamate C(C)(C)(C)OC(=O)N(C1=C(C=CC=C1)C1=NC(=CC=C1)Cl)CCCN(C(OC(C)(C)C)=O)C